C(C)OC(=O)N1CCN(CCC1)C1CCC(CC1)(C1=C(C=CC=C1)C)C#N 4-[4-cyano-4-(2-methylphenyl)cyclohexyl]-1,4-diazepan-1-carboxylic acid ethyl ester